ClC1=CC(=CC(=N1)N1[C@@H](COCC1)C)C1(CC1)S(=O)(=O)C (3R)-4-[6-chloro-4-(1-methanesulfonylcyclopropyl)pyridin-2-yl]-3-methylmorpholine